ClC1=CC=C(C=C1)NC=1C(C(C1NCCC1=CC(=C(C=C1)Cl)Cl)=O)=O 3-[(4-Chlorophenyl)amino]-4-{[2-(3,4-dichlorophenyl)ethyl]amino}cyclobut-3-ene-1,2-dione